C=C1CN2C(CC3([C@@]2(C1)C(=O)OCC)CC3)=O Ethyl (S)-6'-methylene-3'-oxotetrahydrospiro[cyclopropane-1,1'-pyrrolizine]-7a'(5'H)-carboxylate